C(#N)C=1C=C2[C@H](C3(CCNCC3)CC2=CC1)NS(=O)C(C)(C)C N-((S)-5-cyano-1,3-dihydrospiro[indene-2,4'-piperidin]-3-yl)-2-methylpropane-2-sulfinamide